FC1=CC=C2C(C(NC2=C1)=O)(C1=CC2=C(OCO2)C=C1OC[C@@H](CCC)O)C1=CC2=C(OCO2)C=C1OC[C@@H](CCC)O 6-fluoro-3,3-bis(6-(((R)-2-hydroxypentyl)oxy)benzo[d][1,3]dioxol-5-yl)indolin-2-one